Ethyl 2-(7-(1-(tert-butoxycarbonyl)piperidin-4-yl)-1-(cyclopropylmethyl)-1H-pyrrolo[2,3-c]pyridin-2-yl)-3-methylpyrazolo[1,5-a]pyridine-6-carboxylate C(C)(C)(C)OC(=O)N1CCC(CC1)C=1N=CC=C2C1N(C(=C2)C2=NN1C(C=CC(=C1)C(=O)OCC)=C2C)CC2CC2